NC=1C=NN(C1)C(C#N)C 2-(4-aminopyrazol-1-yl)propionitrile